ClC=1C=C(C=O)C=CC1C1C(NC(CC1)=O)=O 3-Chloro-4-(2,6-dioxopiperidin-3-yl)benzaldehyde